2-Acetoxyethyl 3-(2-(dimethylamino)ethyl)-4-hydroxy-1H-indole-1-carboxylate CN(CCC1=CN(C2=CC=CC(=C12)O)C(=O)OCCOC(C)=O)C